4-(3-Chloroanilino)-2'-{(2R)-3-[(5,5-difluoro-5,6,7,8-tetrahydroquinolin-4-yl)oxy]-2-methylpropyl}-2',3'-dihydrospiro[cyclohexane-1,1'-indene]-4-carboxylic acid methyl ester COC(=O)C1(CCC2(C(CC3=CC=CC=C23)C[C@H](COC2=CC=NC=3CCCC(C23)(F)F)C)CC1)NC1=CC(=CC=C1)Cl